FC(C=1C(=C(C=CC1)[C@@H](C)NC=1C2=C(N=C(N1)C)C=NC(=C2)NC2CCOCC2)F)F N4-{(1R)-1-[3-(difluoromethyl)-2-fluorophenyl]ethyl}-2-methyl-N6-(oxan-4-yl)pyrido[3,4-d]pyrimidine-4,6-diamine